6-Methyl-4-[(1-methylcyclopropyl)amino]-N-[2-(2-methylphenyl)ethyl]furo[2,3-d]pyrimidine-5-carboxamide CC1=C(C2=C(N=CN=C2NC2(CC2)C)O1)C(=O)NCCC1=C(C=CC=C1)C